1-(2-(1-ethyl-7-(4-(trifluoromethyl)phenoxy)-3,4-dihydroisoquinolin-2(1H)-yl)-2-oxoeth-yl)urea C(C)C1N(CCC2=CC=C(C=C12)OC1=CC=C(C=C1)C(F)(F)F)C(CNC(=O)N)=O